FC=1C=CC(=NC1C)C1=NNC=C1C1=NC2=CC(=CN=C2C=C1)C1=CN=C2N1CCNC2 2-[3-(5-fluoro-6-methyl-2-pyridyl)-1H-pyrazol-4-yl]-7-(5,6,7,8-tetrahydroimidazo[1,2-a]pyrazin-3-yl)-1,5-naphthyridine